(R)-1-(3-((8-(5-(trifluoromethyl)pyridin-2-yl)-1,6-naphthyridin-5-yl)amino)pyrrolidin-1-yl)prop-2-en-1-one FC(C=1C=CC(=NC1)C=1C=NC(=C2C=CC=NC12)N[C@H]1CN(CC1)C(C=C)=O)(F)F